C(C)(=O)C1=NN(C2=CC=C(C=C12)C=1C=NC(=NC1)C)CC(=O)N1[C@@H](C[C@H](C1)F)C(=O)NC1=NC(=CC=C1)OC(F)(F)F (2S,4R)-1-(2-(3-acetyl-5-(2-methylpyrimidin-5-yl)-1H-indazol-1-yl)acetyl)-4-fluoro-N-(6-(trifluoromethoxy)pyridin-2-yl)pyrrolidine-2-carboxamide